(2E)- and (2Z)-3-Cyclopentylacrylonitrile C1(CCCC1)C=CC#N